C12(CC3CC(CC(C1)C3)C2)CNCC2=C(C=C(C(=O)OC)C=C2)F methyl 4-((((adamantan-1-yl) methyl) amino) methyl)-3-fluorobenzoate